N1C(OC(C2=C1C=CS2)=O)=O 2H-thieno[3,2-d][1,3]oxazine-2,4(1H)-dione